4,4,5,5-tetramethyl-2-(4-(pentafluoro-λ6-sulfaneyl)phenyl)-1,3,2-dioxaborolane CC1(OB(OC1(C)C)C1=CC=C(C=C1)S(F)(F)(F)(F)F)C